2-[4-({(3R)-1-[2-(difluoromethoxy)ethyl]piperidin-3-yl}amino)pyrido[3,4-d]pyridazin-1-yl]-5-(trifluoromethyl)phenol formate C(=O)OC1=C(C=CC(=C1)C(F)(F)F)C1=C2C(=C(N=N1)N[C@H]1CN(CCC1)CCOC(F)F)C=NC=C2